ClC1=C(C=CC(=C1)F)S(=O)(=O)NC=1C(=NC=C(C1)C=1C=C2C(=NC=NC2=CC1)N1[C@H](CN(CC1)C(\C=C\C(C)=O)=O)C)OC (S,E)-2-chloro-4-fluoro-N-(2-methoxy-5-(4-(2-methyl-4-(4-oxopent-2-enoyl)piperazin-1-yl)quinazolin-6-yl)pyridin-3-yl)benzenesulfonamide